N-((S)-1-(5-(2-Methoxychinolin-3-yl)-1,3,4-oxadiazol-2-yl)-7-oxononyl)-2-methyl-7-oxo-2,6-diazaspiro[3.4]octan-5-carboxamid COC1=NC2=CC=CC=C2C=C1C1=NN=C(O1)[C@H](CCCCCC(CC)=O)NC(=O)C1C2(CN(C2)C)CC(N1)=O